(exo)-N-methyl-N-{6-[4-(1-methylpyrazol-4-yl)-1H-indazol-7-yl]pyridazin-3-yl}-8-azabicyclo[3.2.1]octan-3-amine CN(C1CC2CCC(C1)N2)C=2N=NC(=CC2)C=2C=CC(=C1C=NNC21)C=2C=NN(C2)C